C1(CC1)N(CC=O)CC(C)C 2-[CYCLOPROPYL(2-METHYLPROPYL)AMINO]ACETALDEHYDE